NC1=NC=2C=C(C(=CC2C=2N1N=C(N2)[C@@H]2CC[C@@H](N(C2)C(=O)C=2C=NN(C2)C(C)C)C)F)OC [(2S,5R)-5-(5-amino-9-fluoro-8-methoxy[1,2,4]triazolo[1,5-c]quinazolin-2-yl)-2-methylpiperidin-1-yl][1-(propan-2-yl)-1H-pyrazol-4-yl]methanone